bis(2-naphthyl)dimethoxysilane methyl-2-(1-amino-2-methylpropan-2-yl)-4-bromopyrazole-3-carboxylate COC(=O)C=1N(N=CC1Br)C(CN)(C)C.C1=C(C=CC2=CC=CC=C12)[Si](OC)(OC)C1=CC2=CC=CC=C2C=C1